CC1=CC=C(C=C1)S(=O)(=O)O[C@@H]1C[C@H](C1)C(F)(F)F trans-3-(trifluoromethyl)cyclobutyl 4-methylbenzenesulfonate